CC1(CCN(CC1)C1=CC=CC=N1)C 6-(4,4-dimethylpiperidin-1-yl)pyridin